N-((2-chlorothiazol-5-yl)methyl)-4-(5-(3,5-dichloro-4-fluorophenyl)-5-(trifluoromethyl)-4,5-dihydroisoxazol-3-yl)-2-methyl-N-cyclopropylbenzamide ClC=1SC(=CN1)CN(C(C1=C(C=C(C=C1)C1=NOC(C1)(C(F)(F)F)C1=CC(=C(C(=C1)Cl)F)Cl)C)=O)C1CC1